1,1-bis(4-chlorophenyl)-2,2,2-trifluoroethanol ClC1=CC=C(C=C1)C(C(F)(F)F)(O)C1=CC=C(C=C1)Cl